CO[C@@]12CNCC[C@@H]1C(N(C2)C)=O (3aR,7aS)-3a-methoxy-2-methyloctahydro-1H-pyrrolo[3,4-c]pyridin-1-one